ClCC1=NC=2C(=NC(=CC2)C(=O)OC)N1C[C@H]1OCC1 methyl 2-(chloromethyl)-3-[[(2S)-oxetan-2-yl]methyl]imidazo[4,5-b]pyridine-5-carboxylate